3-bromo-6-chloropyridine-2-carboxamide BrC=1C(=NC(=CC1)Cl)C(=O)N